3-(Octyloxy)thiophene C(CCCCCCC)OC1=CSC=C1